methyl 3-(N-(4-(5-(difluoromethyl)-1,3,4-oxadiazol-2-yl)-2-fluorobenzyl)-N-phenylsulfamoyl)propanoate FC(C1=NN=C(O1)C1=CC(=C(CN(S(=O)(=O)CCC(=O)OC)C2=CC=CC=C2)C=C1)F)F